dibenzoyl-formaldehyde C(C1=CC=CC=C1)(=O)C(=O)C(C1=CC=CC=C1)=O